tert-butyl 4-methyl-4-{[(4,5,6,7-tetrachloro-1,3-dioxo-1,3-dihydro-2H-isoindol-2-yl)oxy]carbonyl}piperidine-1-carboxylate CC1(CCN(CC1)C(=O)OC(C)(C)C)C(=O)ON1C(C2=C(C(=C(C(=C2C1=O)Cl)Cl)Cl)Cl)=O